C(CCCC)NCCCS(=O)(=O)O 3-(pentylamino)propanesulfonic acid